FC1=C(C=C(C=C1)NC(=O)[C@H]1N(S(C2(CC2)C1)(=O)=O)C1=NC(=CC(=C1)C(F)(F)F)C)C (S)-N-(4-fluoro-3-methylphenyl)-5-(6-methyl-4-(trifluoromethyl)pyridin-2-yl)-4-thia-5-azaspiro[2.4]heptane-6-carboxamide 4,4-dioxide